3-(difluoromethyl)-9-methyl-8-oxo-3,4,7,15-tetraazatricyclo[12.3.1.02,6]Octadeca-1(18),2(6),4,14,16-pentaen-15-ium FC(N1C=2C=3C=C[NH+]=C(CCCCC(C(NC2C=N1)=O)C)C3)F